N1CC(CCC1)OC(C(=C)F)=O piperidin-3-yl-2-fluoroacrylate